ClC1=C(C=CC(=C1)OCCN1CCNCC1)C=1N(C2=NC=NC(=C2N1)OC1(CC1)C)[C@@H](CC1=NC=CC=C1)C |r| Racemic-8-(2-chloro-4-(2-(piperazin-1-yl)ethoxy)phenyl)-6-(1-methylcyclopropoxy)-9-(1-(pyridin-2-yl)propan-2-yl)-9H-purine